(S)-(1,3-Dimethyl-azetidin-3-yl)-[3-(2-phenyl-oxazol-5-yl)-phenyl]-(4-trifluoromethoxy-phenyl)-methanol CN1CC(C1)(C)[C@](O)(C1=CC=C(C=C1)OC(F)(F)F)C1=CC(=CC=C1)C1=CN=C(O1)C1=CC=CC=C1